NC1CCC(CC1)NC1=NC=CC(=N1)C=1C=NC=CC1OC1=C(C=C(C=C1)NS(=O)(=O)C1=C(C(=C(C=C1)OC)C)C)F N-[4-[[3-[2-[(1r,4r)-(4-aminocyclohexyl)amino]pyrimidin-4-yl]-4-pyridyl]oxy]-3-fluorophenyl]4-methoxy-2,3-dimethyl-benzenesulfonamide